6-amino-2'-fluoro-N-[(3S,4R)-4-{[4-(4,4,5,5-tetramethyl-1,3,2-dioxaborolan-2-yl)phenyl]methoxy}oxolan-3-yl][3,3'-bipyridine]-5-carboxamide NC1=C(C=C(C=N1)C=1C(=NC=CC1)F)C(=O)N[C@H]1COC[C@@H]1OCC1=CC=C(C=C1)B1OC(C(O1)(C)C)(C)C